N-[1-[5-cyano-2-(4-morpholinoanilino)pyrimidin-4-yl]-3-methyl-indol-5-yl]prop-2-enamide C(#N)C=1C(=NC(=NC1)NC1=CC=C(C=C1)N1CCOCC1)N1C=C(C2=CC(=CC=C12)NC(C=C)=O)C